(6-bromo-2-pyridinyl)-1-methyl-hydrazine BrC1=CC=CC(=N1)N(N)C